C(C(=C)C)(=O)O.NC1(O)C(O)C=CC=C1 1-aminocatechol methacrylate